C(CC(=O)OCC)(=O)OC(C)(C)C 1-t-butyl 3-ethyl malonate